tert-butyl (furo[3,2-c]pyridin-6-ylmethyl)carbamate O1C=CC=2C=NC(=CC21)CNC(OC(C)(C)C)=O